C(C)(C)(C)OOC(C(=O)[O-])(CCC(C)(C)C)C tertiary-butylperoxy-2,5,5-trimethyl-hexanoate